2-(ethoxymethyl)-2-methylpentanoate hydrochloride Cl.C(C)OCC(C(=O)O)(CCC)C